(S)-1'-(6-amino-5-((2-amino-3-chloropyridin-4-yl)thio)pyrazin-2-yl)-5,7-dihydrospiro[cyclopenta[b]pyridine-6,4'-piperidin]-7-amine NC1=C(N=CC(=N1)N1CCC2(CC1)CC=1C(=NC=CC1)[C@H]2N)SC2=C(C(=NC=C2)N)Cl